(1R)-trans-2,2-dimethyl-3-(1,2-dichloro-n-propyl)cyclopropanecarboxylic acid methyl ester COC(=O)[C@H]1C([C@@H]1C(C(C)Cl)Cl)(C)C